2-Isopropyl-5-methoxy-1',3'-dihydro-2'H-[1,5'-bi-benzo[d]imidazol]-2'-one C(C)(C)C1=NC2=C(N1C1=CC3=C(NC(N3)=O)C=C1)C=CC(=C2)OC